2-methyl-3-fluoro-4-nitrobenzoic acid CC1=C(C(=O)O)C=CC(=C1F)[N+](=O)[O-]